CO[C@@H]1O[C@@H]([C@H]2OC(O[C@@H]12)(C)C)COS(=O)(=O)C1=CC=C(C=C1)C (1R,5R,6R,8R)-8-methoxy-3,3-dimethyl-6-[(p-tolylsulfonyloxy)methyl]-2,4,7-trioxabicyclo[3.3.0]octane